ClC1=C(C(=O)NC2=CC=C(C=C2)N2C3=C(NC(CC2=O)=O)C2=CC=CC=C2C=C3)C=C(C=C1)SC 5-[4-[2-chloro-5-(methylthio)benzoylamino]phenyl]-1H-naphtho[1,2-b][1,4]diazepine-2,4(3H,5H)-dione